4,4'-ketodiphenyl diisocyanate O(C1=CC=C(C=C1)N=C=O)C1=CC=C(C=C1)N=C=O